C(C)(C)(C)OC(=O)N[C@H](C(=O)OC)CC=1C(NC2=CC(=C(C=C2C1)F)F)=O Methyl (S)-2-((tert-butoxycarbonyl)amino)-3-(6,7-difluoro-2-oxo-1,2-dihydroquinolin-3-yl)propanoate